(4-(6-chloropyridin-2-yl)-6-(2-fluoropyridin-4-ylamino)-1,3,5-triazin-2-ylamino)-2-methylpropan-2-ol ClC1=CC=CC(=N1)C1=NC(=NC(=N1)NC1=CC(=NC=C1)F)NCC(C)(O)C